n-heptadecyltriethoxysilane C(CCCCCCCCCCCCCCCC)[Si](OCC)(OCC)OCC